C12=CC=C(C=C1)O2 1,4-phenyleneoxide